OC=1C=C(C=CC1O)[C@H]1OC2=C(C(=C(C(=C2C[C@@H]1O)O)[2H])O)[2H] (2R,3S)-2-(3,4-dihydroxyphenyl)chromane-6,8-d2-3,5,7-triol